CN(C(CCCCCC)CCCCCCCCCC=CCC=CCCCCC)C N,N-dimethylhexacosan-17,20-dien-7-amine